7-azaindole-5-carboxaldehyde N1C=CC2=CC(=CN=C12)C=O